CC=1C=C(C=CC1N)C1=CC(=C(N)C(=C1)C)C 3,3',5'-trimethylbenzidine